(R,E)-N-((1,2,3,5,6,7-Hexahydro-s-indacen-4-yl)carbamoyl)-2-(pyrrolidin-2-yl)ethen-1-sulfonamid C1CCC2=C(C=3CCCC3C=C12)NC(=O)NS(=O)(=O)\C=C\[C@@H]1NCCC1